5-{4-[(cis)-4-(4-fluoro-1H-indol-1-yl)cyclohexyl]piperazin-1-yl}pyridazine-3-carboxylic acid FC1=C2C=CN(C2=CC=C1)[C@H]1CC[C@H](CC1)N1CCN(CC1)C=1C=C(N=NC1)C(=O)O